5-cyclopentyl-2,3-dimethyl-7-((2S)-2-(1-methyl-1H-pyrazol-4-yl)-4-morpholinyl)pyrido[4,3-d]pyrimidin-4(3H)-one C1(CCCC1)C1=NC(=CC=2N=C(N(C(C21)=O)C)C)N2C[C@@H](OCC2)C=2C=NN(C2)C